C1(CC1)NCC1CN(C1)C=1N=CC(=NC1)C(=O)NC1=CC=2N(C=C1OC)N=C(C2)C 5-(3-((cyclopropylamino)methyl)azetidin-1-yl)-N-(6-methoxy-2-methylpyrazolo[1,5-a]pyridin-5-yl)pyrazine-2-carboxamide